7-chloro-5-(2-chloro-5-methoxy-phenyl)-1-methyl-3H-1,4-benzodiazepine-2-One ClC=1C=CC2=C(C(=NCC(N2C)=O)C2=C(C=CC(=C2)OC)Cl)C1